Methyl 5-benzyl-3-((oxazole-4-carboxamido)methyl)-4,5-dihydroisoxazole-5-carboxylate C(C1=CC=CC=C1)C1(CC(=NO1)CNC(=O)C=1N=COC1)C(=O)OC